ClC=1C(=C(C=CC1)C=1N(C(C=C2C1C(N(N2)C2=C(C=CC=C2)Cl)=O)=O)CC=2C=NC=CC2)F 4-(3-chloro-2-fluorophenyl)-2-(2-chlorophenyl)-5-(pyridin-3-ylmethyl)-1H-pyrazolo[4,3-c]pyridine-3,6(2H,5H)-dione